COC1=CC=C(C=C1)C1(C=CC2=C(O1)C=1C(=CC(=CC1C1=C2C(C2=C(C(=C(C=C21)OC)OC)OC)(C)C)F)F)C2=CC=C(C=C2)N2CCOCC2 3-(4-methoxyphenyl)-3-(4-morpholinylphenyl)-5,7-difluoro-10,11,12-trimethoxy-13,13-dimethyl-3H,13H-indeno[2',3':3,4]naphtho[1,2-b]pyran